(S)-quinuclidin-3-yl (5-(2-chloro-4-methoxyphenyl)-6-fluoro-2,2-dimethyl-2,3-dihydro-1H-inden-1-yl)carbamate ClC1=C(C=CC(=C1)OC)C=1C=C2CC(C(C2=CC1F)NC(O[C@@H]1CN2CCC1CC2)=O)(C)C